C(C)(=O)OC=CCC ethylvinyl acetate